6'-Methyl-2'-phenylspiro[fluorene-9,3'-indole] CC1=CC=C2C3(C(=NC2=C1)C1=CC=CC=C1)C1=CC=CC=C1C=1C=CC=CC13